BrC=1C(=C(C=CC1OCCCO)C=1C(CC(NN1)=O)C)F 6-[3-bromo-2-fluoro-4-(3-hydroxypropoxy)phenyl]-5-methyl-4,5-dihydro-2H-pyridazin-3-one